4-(dimethylamino)-1-((3-fluorophenyl)(phenyl)carbamoyl)pyridinium chloride [Cl-].CN(C1=CC=[N+](C=C1)C(N(C1=CC=CC=C1)C1=CC(=CC=C1)F)=O)C